CS(=O)(=O)OC1=C(C=CC=C1)C1CC(=NO1)C=1N=C(SC1)C1CCN(CC1)C(CN1N=C(C=C1C(F)F)C(F)F)=O 2-{3-[2-(1-{[3,5-Bis(difluoromethyl)-1H-pyrazol-1-yl]acetyl}piperidin-4-yl)-1,3-thiazol-4-yl]-4,5-dihydro-1,2-oxazol-5-yl}phenyl methanesulfonat